1-(2,2-Difluorospiro[2.3]hexan-1-yl)-N-[4-[2-[[4-(dimethylamino)cyclohexyl]amino]-8-isopropyl-7-oxo-pteridin-6-yl]-2-fluoro-phenyl]methanesulfonamide FC1(C(C12CCC2)CS(=O)(=O)NC2=C(C=C(C=C2)C2=NC=1C=NC(=NC1N(C2=O)C(C)C)NC2CCC(CC2)N(C)C)F)F